COC(=O)[C@@H]1OCC1 (R)-oxetane-2-carboxylic acid methyl ester